F[C@@H]1[C@@H](C1)C(=O)NC1=CC=C2C(=N1)NN=C2C2=C(C1=C(NC=N1)C=C2)OC (1S,2S)-2-fluoro-N-[3-(4-methoxy-1H-1,3-benzodiazol-5-yl)-1H-pyrazolo[3,4-b]pyridin-6-yl]cyclopropane-1-carboxamide